C(C)(C)C1C(NCC1)=O 3-isopropyl-pyrrolidin-2-one